C1(=CC=CC=C1)C1=NC(=NC(=N1)NCCC)NC1=CC=NC=C1 phenyl-N2-propyl-N4-(pyridin-4-yl)-1,3,5-triazine-2,4-diamine